N-(6-fluoro-5-(4-((5-fluoro-2-methyl-3-oxo-3,4-dihydroquinoxalin-6-yl)methyl)piperazin-1-yl)pyridin-2-yl)-1-methyl-1H-pyrazole-4-carboxamide FC1=C(C=CC(=N1)NC(=O)C=1C=NN(C1)C)N1CCN(CC1)CC=1C(=C2NC(C(=NC2=CC1)C)=O)F